5-fluoro-4-methylbenzo[c][1,2,5]thiadiazole FC1=C(C=2C(=NSN2)C=C1)C